N-((3-chloropyridin-2-yl)carbamoyl)-4-cyclopropyl-2-fluorobenzamide ClC=1C(=NC=CC1)NC(=O)NC(C1=C(C=C(C=C1)C1CC1)F)=O